(1-(1-(tert-Butoxycarbonyl)piperidin-4-yl-4-d)-1H-pyrazol-4-yl)-5-(1-cyano-2,3-dihydro-1H-inden-4-yl)-6-methoxy-1H-pyrazolo[4,3-b]pyridine-1-carboxylic acid tert-butyl ester C(C)(C)(C)OC(=O)N1N=C(C2=NC(=C(C=C21)OC)C2=C1CCC(C1=CC=C2)C#N)C=2C=NN(C2)C2(CCN(CC2)C(=O)OC(C)(C)C)[2H]